(E)-ethyl 3-(3-bromopyridin-4-yl)acrylate BrC=1C=NC=CC1/C=C/C(=O)OCC